(1R,5R)-2-methyl-5-prop-1-en-2-ylcyclohex-2-en-1-ol CC=1[C@@H](C[C@@H](CC1)C(=C)C)O